(S)-2-((5-(2-(2,6-dimethyl-6-(methylamino)heptan-3-yl)-2,6-diazaspiro[3.4]octan-6-yl)-1,2,4-triazin-6-yl)oxy)-N-ethyl-5-fluoro-N-isopropylbenzamide hydrochloride Cl.CC(C)[C@H](CCC(C)(NC)C)N1CC2(C1)CN(CC2)C=2N=CN=NC2OC2=C(C(=O)N(C(C)C)CC)C=C(C=C2)F